C(CN)N Ethane-1,2-diamine